C(CCC)C1(C(C=CC(C(=O)[O-])=C1)C1=CC=CC=C1)O 5-butyl-5-hydroxy-4-phenylbenzoate